CC1=NC=CC(=C1)NC=1C=CC2=C(N=C(O2)C2=CC=C(C=C2)NC2=CC(=NC=C2)C)C1 N-(2-methylpyridin-4-yl)-2-(4-((2-methylpyridin-4-yl)amino)phenyl)benzo[d]oxazol-5-amine